COC1CN(CC(C1)C=1C(=C2COC(C2=CC1)=O)C)CC=1C=NN(C1)C1=NC=C(C#N)C(=C1)C 6-(4-((3-methoxy-5-(4-methyl-1-oxo-1,3-dihydroisobenzofuran-5-yl)piperidin-1-yl)methyl)-1H-pyrazol-1-yl)-4-methylnicotinonitrile